2-(4-(6-(3-(azetidin-1-yl)phenyl)-5,7-dimethyl-1-oxo-1H-pyrrolo[3,4-d]pyridazin-2(6H)-yl)phenyl)-2-oxoethylcarbamic acid tert-butyl ester C(C)(C)(C)OC(NCC(=O)C1=CC=C(C=C1)N1N=CC=2C(C1=O)=C(N(C2C)C2=CC(=CC=C2)N2CCC2)C)=O